C(C1=CC=CC=C1)C1=CC(=C(S1)NC(C1=CC(=C(C=C1)OC)COC1=C(C=CC=C1)Cl)=O)C(=O)N 5-benzyl-2-({3-[(2-chlorophenoxy)methyl]-4-methoxybenzoyl}amino)-3-thiophenecarboxamide